3-(3,4-dimethylphenyl)-1,1-dimethylurea CC=1C=C(C=CC1C)NC(N(C)C)=O